F[C@H]1CN(CC[C@]1(O)C)C1=NC=CC(=N1)NC=1N=CC2=C(C=NC(=C2C1)C(C)C)N1[C@@H]([C@H](C1)CS(=O)(=O)C)C (3S,4R)-3-fluoro-1-[4-({8-[(2R,3S)-3-(methanesulfonylmeth-yl)-2-methylazetidin-1-yl]-5-(propan-2-yl)-2,6-naphthyridin-3-yl}amino)pyrimidin-2-yl]-4-methylpiperidin-4-ol